hydroxy-2-methoxy-5-methylpyridine OC=1C(=NC=C(C1)C)OC